C1(CCCC1)NC1=NC=CC(=C1)C1=C(N=CN1CC(=O)N1CCNCC1)C1=CC=C(C=C1)C(F)(F)F 2-{5-[2-(cyclopentylamino)pyridin-4-yl]-4-[4-(trifluoromethyl)phenyl]-1H-imidazol-1-yl}-1-(piperazin-1-yl)ethan-1-one